ClC1=C(C=C(C=C1)C1=NNC(O1)=O)N[C@@H](C)C1CCNCC1 5-(4-Chloro-3-{[(1S)-1-(piperidin-4-yl)ethyl]amino}phenyl)-1,3,4-oxadiazol-2(3H)-one